(s)-5-(1-(3,5-bis(trifluoromethyl)phenoxy)ethyl)cyclohexane-1,3-dione FC(C=1C=C(O[C@@H](C)C2CC(CC(C2)=O)=O)C=C(C1)C(F)(F)F)(F)F